BrC=1C=NC=CC1C1=CC(=NN1)C1CCNCC1 3-bromo-4-(3-(piperidin-4-yl)-1H-pyrazol-5-yl)pyridine